1,3-dichloro-2-methyl-5-nitrobenzene ClC1=C(C(=CC(=C1)[N+](=O)[O-])Cl)C